C(#N)CC(C(=O)NC(C(=O)O)CCN(CCCCC1=NC=2NCCCC2C=C1)CCOC)(C)C 2-[(3-cyano-2,2-dimethyl-propanoyl)amino]-4-[2-methoxyethyl-[4-(5,6,7,8-tetrahydro-1,8-naphthyridin-2-yl)butyl]amino]butanoic acid